3-[4-[2-(2,6-dioxo-3-piperidyl)-1-oxo-isoindolin-5-yl]piperazin-1-yl]cyclobutanecarbaldehyde O=C1NC(CCC1N1C(C2=CC=C(C=C2C1)N1CCN(CC1)C1CC(C1)C=O)=O)=O